2-ethyl-N-(5-((4-methylpiperazin-1-yl)methyl)pyridin-2-yl)-1-isopropyl-4,5-dihydro-1H-imidazo[4,5-H]quinazolin-8-amine C(C)C=1N(C2=C(CCC=3C=NC(=NC23)NC2=NC=C(C=C2)CN2CCN(CC2)C)N1)C(C)C